(5'S)-3-{[5-(difluoromethyl)pyridin-2-yl]methoxy}-5'-(pyrazin-2-yl)tetrahydro-3'H-spiro[cyclobutane-1,2'-pyrrolo[2,1-b][1,3]oxazol]-3'-one FC(C=1C=CC(=NC1)COC1CC2(C(N3C(O2)CC[C@H]3C3=NC=CN=C3)=O)C1)F